monoethanol nickel [Ni].C(C)O